FC(C(C)(C)OC1=CC=C(C=C1)C1CN(C1)C(=O)OC(C)(C)C)(F)F tert-butyl 3-(4-((1,1,1-trifluoro-2-methylpropan-2-yl)oxy)phenyl)azetidine-1-carboxylate